C(#C)C1=CC=C(C=C1)N1CCC1 1-(4-ethynylphenyl)azetidine